tri-tert-butyl (3R,10S,14S)-1-[(1r,4S)-4-(aminomethyl)cyclohexyl]-3-[(isoquinolin-6-yl)methyl]-1,4,12-trioxo-2,5,11,13-tetraazahexadecane-10,14,16-tricarboxylate NCC1CCC(CC1)C(N[C@@H](C(NCCCC[C@H](NC(N[C@@H](CCC(=O)OC(C)(C)C)C(=O)OC(C)(C)C)=O)C(=O)OC(C)(C)C)=O)CC=1C=C2C=CN=CC2=CC1)=O